(2-(2,2-difluoroethoxy)pyrimidin-4-yl)methanol FC(COC1=NC=CC(=N1)CO)F